C(CC=C)OC1=NC(=NN2C1=NC=C2C)C2=CC(=NC=C2OC)[C@@H](C)N(C(=O)N[C@H](CC=C)CCC(F)(F)F)CC 1-((R)-1-(4-(4-(but-3-en-1-yloxy)-7-methylimidazo[2,1-f][1,2,4]triazin-2-yl)-5-methoxypyridin-2-yl)ethyl)-1-ethyl-3-((S)-7,7,7-trifluorohept-1-en-4-yl)urea